N1(CCNCC1)N1CCCCC1 (piperazin-1-yl)piperidin